3-[4-[9-[[4-[(3R,5R)-5-[(5-bromo-1-methyl-6-oxo-pyridazin-4-yl)amino]-1-methyl-3-piperidyl]phenyl]methyl]-3,9-diazaspiro[5.5]undecan-3-yl]-2-fluoro-phenyl]piperidine-2,6-dione BrC1=C(C=NN(C1=O)C)N[C@@H]1C[C@@H](CN(C1)C)C1=CC=C(C=C1)CN1CCC2(CCN(CC2)C2=CC(=C(C=C2)C2C(NC(CC2)=O)=O)F)CC1